C(C)(C)(C)C1=NCC=C(C1)C1=NC=NC=2NC3=CC(=CC=C3C21)S(NC2(CC2)C)(=O)=O tert-butyl-4-(7-(N-(1-methylcyclopropyl)sulfamoyl)-9H-pyrimido[4,5-b]indol-4-yl)-3,6-dihydropyridine